C(C)OC[C@]1(CN(CC1)C(C)(C)C=1C=NC(=CC1)C)CCC1=CC2=C(N=CN2C)S1 |o1:4| (R or S)-5-(2-(3-(ethoxymethyl)-1-(2-(6-methylpyridin-3-yl)propan-2-yl)pyrrolidin-3-yl)ethyl)-1-methyl-1H-thieno[2,3-d]imidazole